methyl 5,6-dimethoxybenzo[b]thiophene-2-formate COC1=CC2=C(SC(=C2)C(=O)OC)C=C1OC